N-((2H-tetrazol-5-yl)methyl)-2-(2-(3-(1-acetylpiperidin-4-yl)-5'-fluoro-1'-methyl-1H,1'H-[4,6'-biindazol]-1-yl)acetamido)acetamide N=1NN=NC1CNC(CNC(CN1N=C(C=2C(=CC=CC12)C1=C(C=C2C=NN(C2=C1)C)F)C1CCN(CC1)C(C)=O)=O)=O